The molecule is a substituted aniline that is aniline in which the hydrogen ortho to the amino group has been replaced by a methoxy group. It is used as a chemical intermediate in the synthesis of azo pigments and dyes. It has a role as a reagent and a genotoxin. It is a monomethoxybenzene, a substituted aniline and a primary amino compound. COC1=CC=CC=C1N